1-(2-aminophenyl)non-2-yn-1-one NC1=C(C=CC=C1)C(C#CCCCCCC)=O